C1(=CC=CC2=CC=CC=C12)OB(O)O naphthalene-1-yl-boric acid